CC(C)OC1=CC=C(C=C1)C1=CN=C2N1N=C(C=C2)C2=CC=C(C=C2)OC(C)C 3,6-bis[4-(propan-2-yloxy)phenyl]imidazo[1,2-b]pyridazine